NC1=CC=C(C=N1)N1CCC2(CCN(C2)C(=O)OC(C)(C)C)CC1 tert-butyl 8-(6-aminopyridin-3-yl)-2,8-diazaspiro[4.5]decane-2-carboxylate